4-((2-amino-6-oxo-1H-purin-9-yl)methyl)phenylboronic acid NC=1NC(C=2N=CN(C2N1)CC1=CC=C(C=C1)B(O)O)=O